ClC1=C(C(=CC=C1)N1CCCCC1)/C=C/C(=O)O (2E)-3-[2-CHLORO-6-(PIPERIDIN-1-YL)PHENYL]PROP-2-ENOIC ACID